6-morpholino-N-(2-(1-phenylpyrrolidin-3-yl)ethyl)pyrimidin-4-amine O1CCN(CC1)C1=CC(=NC=N1)NCCC1CN(CC1)C1=CC=CC=C1